N-(3-fluorophenyl)-4-hydroxy-1-isobutyl-5-(4-methylpiperazin-1-yl)-2-oxo-1,2-dihydroquinoline-3-carboxamide hydrochloride salt Cl.FC=1C=C(C=CC1)NC(=O)C=1C(N(C2=CC=CC(=C2C1O)N1CCN(CC1)C)CC(C)C)=O